CC1=NC(=CC=C1S(=O)(=O)N1[C@@H]2CCC[C@H]1CC2)C(F)(F)F (1R,5S)-8-((2-Methyl-6-(trifluoromethyl)pyridin-3-yl)sulfonyl)-8-azabicyclo[3.2.1]octan